(2-(4-(2,4-difluorophenoxy)piperidin-1-yl)-3-(1-methyl-1H-pyrazol-4-yl)pyrido[3,4-b]pyrazin-7-yl)methanol FC1=C(OC2CCN(CC2)C=2N=C3C(=NC2C=2C=NN(C2)C)C=NC(=C3)CO)C=CC(=C1)F